C(CCCC)[C@@H]1CC[C@H](CC1)C1=CC=C(C#N)C=C1 4-(trans-4-amylcyclohexyl)benzonitrile